4-methyl-3,4-dihydro-2H-benzo[1,4]oxazine-6-carboxylic acid [2-(cyclopropyl-oxetan-3-yl-amino)-benzooxazol-5-yl]-amide C1(CC1)N(C=1OC2=C(N1)C=C(C=C2)NC(=O)C=2C=CC1=C(N(CCO1)C)C2)C2COC2